(rac)-6-chloro-1-methyl-4-[4-(5-methyl-1,3-benzoxazol-2-yl)piperidin-1-yl]-2-oxo-7-[(oxolan-3-yl)methoxy]-1,2-dihydroquinoline-3-carbonitrile ClC=1C=C2C(=C(C(N(C2=CC1OC[C@H]1COCC1)C)=O)C#N)N1CCC(CC1)C=1OC2=C(N1)C=C(C=C2)C |r|